COCCO[C@H]1[C@@H](O[C@@H]([C@H]1O)CO)N1C=NC=2C(=O)NC(N)=NC12 2'-O-(2-methoxyethyl)-guanosine